C(#N)C1=C2C(C(=NN(C2=CC=C1)C=1C=NC(=C(C1)C)OC)C(=O)OCC)=O ethyl 5-cyano-1-(6-methoxy-5-methyl-3-pyridyl)-4-oxo-cinnoline-3-carboxylate